N4-(5-Cyclopropyl-1H-pyrazol-3-yl)-N2-methyl-N2-(2-(3-(methylsulfonyl)benzyl)-2-azaspiro[3.3]heptan-6-yl)pyrimidine-2,4-diamine C1(CC1)C1=CC(=NN1)NC1=NC(=NC=C1)N(C1CC2(CN(C2)CC2=CC(=CC=C2)S(=O)(=O)C)C1)C